1-(cyclohex-3-en-1-yloxy)-2-ethoxy-4-methylbenzene C1(CC=CCC1)OC1=C(C=C(C=C1)C)OCC